O1C(=NC2=C1C=CC=C2)C2CCN(CC2)C2=C(C(N(C1=CC=C(C=C21)Br)C)=O)C#N 4-[4-(1,3-Benzooxazol-2-yl)piperidin-1-yl]-6-bromo-1-methyl-2-oxo-1,2-dihydroquinoline-3-carbonitrile